CN[C@@H]1[C@H](CC[C@@H](C1)C1=CC(=CC=C1)C(F)(F)F)NC(OC(C)(C)C)=O tert-butyl ((1S,2S,4S)-2-(methylamino)-4-(3-(trifluoromethyl)-phenyl)cyclohexyl)carbamate